N-(1-(Cyclopropylmethyl)piperidin-4-yl)-2-((2-fluorobutyl)amino)-4-(((1r,4r)-4-hydroxycyclohexyl)amino)pyrimidine-5-carboxamide C1(CC1)CN1CCC(CC1)NC(=O)C=1C(=NC(=NC1)NCC(CC)F)NC1CCC(CC1)O